(3-glycidyloxypropyl)-pentamethyldisiloxane C(C1CO1)OCCC[Si](O[Si](C)(C)C)(C)C